C(CCCCCCCCC)(=O)N[C@@H](CC1=CNC2=CC=CC=C12)C(=O)O N-decanoyl-L-tryptophane